(S)-8-(4-acryloylpiperazin-1-yl)-11-(3-chloro-4-fluorophenyl)-3-(2-methoxyethoxy)-10-(trifluoromethyl)-3,4-dihydro-2H,6H-[1,4]thiazepino[2,3,4-ij]quinazolin-6-one C(C=C)(=O)N1CCN(CC1)C1=NC(N2C3=C(C(=C(C=C13)C(F)(F)F)C1=CC(=C(C=C1)F)Cl)SC[C@H](C2)OCCOC)=O